ClC1=NC(=C2C(=N1)N(N=C2)[C@@H]2O[C@@H]([C@@H]1[C@H]2OC(O1)(C)C)COCP(OC(C)(C)C)(OC(C)(C)C)=O)NC1CCCC1 Di-tert-Butyl ((((3aR,4R,6R,6aR)-6-(6-chloro-4-(cyclopentylamino)-1H-pyrazolo[3,4-d]pyrimidin-1-yl)-2,2-dimethyltetrahydrofuro[3,4-d][1,3]dioxol-4-yl)methoxyl)methyl)phosphonate